2-[[(1R)-1-[2-[bis[(4-methoxyphenyl)methyl]amino]-3-pyridyl]ethyl]-(6-chloro-5-fluoro-2-methylsulfanyl-pyrimidin-4-yl)amino]ethanol COC1=CC=C(C=C1)CN(C1=NC=CC=C1[C@@H](C)N(CCO)C1=NC(=NC(=C1F)Cl)SC)CC1=CC=C(C=C1)OC